Cl.CC1(C2C(N(C(C12)=O)CC1=CC2=NC=CC(=C2S1)C=1N(C(=C(C1)[N+](=O)[O-])C)C[C@H]1CNCCO1)=O)C 6,6-dimethyl-3-((7-(5-methyl-1-(((R)-morpholin-2-yl)methyl)-4-nitro-1H-pyrrol-2-yl)thieno[3,2-b]pyridin-2-yl)methyl)-3-azabicyclo[3.1.0]hexane-2,4-dione hydrochloride